FC(OC1=CC=CC=2C(N([C@H]3C=4N([C@@H](C21)C3)C3=C(N4)C=CC(=C3)C#CCCN3CCCC3)C([2H])([2H])[2H])=O)F (7R,14R)-1-(difluoromethoxy)-6-(methyl-d3)-11-(4-(pyrrolidin-1-yl)but-1-yn-1-yl)-6,7-dihydro-7,14-methanobenzo[f]benzo[4,5]imidazo[1,2-a][1,4]diazocin-5(14H)-one